1,2,3,4-tetrahydroquinolin-8-amine N1CCCC2=CC=CC(=C12)N